3,5-dimethyl-4-aminomethylisoxazole CC1=NOC(=C1CN)C